16-(2H-tetrazol-5-yl)hexadecanoic acid N=1NN=NC1CCCCCCCCCCCCCCCC(=O)O